OCC(C)N(C1=NC=C(C#N)C=C1)C 6-((1-hydroxy-prop-2-yl)(methyl)amino)nicotinonitrile